N1C=CC=2N1C=1C(=CN2)C=CN1 pyrazolo[1,5-a]Pyrrolo[3,2-e]Pyrimidin